3-(ethyl(tetrahydro-2H-pyran-4-yl)amino)-2-methyl-5-(1-morpholino-2,3-dihydro-1H-inden-5-yl)benzoic acid C(C)N(C=1C(=C(C(=O)O)C=C(C1)C=1C=C2CCC(C2=CC1)N1CCOCC1)C)C1CCOCC1